COC1=C(NCC#C)C=CC(=C1)C1=NN(C=N1)C 2-methoxy-4-(1-methyl-1H-1,2,4-triazol-3-yl)-N-(prop-2-yn-1-yl)aniline